3-((4-Nitrophenyl)sulfonyl)-2,3,4,4a,6,7-hexahydro-1H-[1,3]dioxolo[4',5':6,7]isochromeno[1,8-cd]azepine [N+](=O)([O-])C1=CC=C(C=C1)S(=O)(=O)N1CC2C3=C(CC1)C1=C(C=C3CCO2)OCO1